N1N=CC(=C1)CN1C(N=C(C2=CC=C(C=C12)Cl)NC)=O 1-((1H-pyrazol-4-yl)methyl)-7-chloro-4-(methylamino)quinazolin-2(1H)-one